methyl 2-(4-((4-((fluorosulfonyl)oxy)phenoxy)methyl)phenyl)acetate FS(=O)(=O)OC1=CC=C(OCC2=CC=C(C=C2)CC(=O)OC)C=C1